NCC1=NNC(C2=CC=C(C=C12)C=1C=NN(C1N1C(C2=CC(=CC(=C2C1)Cl)C)=O)C)=O 4-(aminomethyl)-6-(5-(4-chloro-6-methyl-1-oxoisoindol-2-yl)-1-methyl-1H-pyrazol-4-yl)phthalazin-1(2H)-one